NC=1C2=C(N=CN1)SC(=N2)C=2C=C(C=CC2C)C#C[C@@](C)(O)C2=NOC(=C2)C (R)-4-[3-(7-aminothiazolo[5,4-d]pyrimidin-2-yl)-4-methyl-phenyl]-2-(5-methylisoxazol-3-yl)but-3-yn-2-ol